C(C)OC=1C=C(C=O)C=CC1OCC\C=C\C(C)C (E)-3-ethoxy-4-((5-methylhex-3-en-1-yl)oxy)benzaldehyde